FC=1C=C(C(=O)NCC2=C3N(N=C2)C=CN3C)C=C(C1OC)F 3,5-difluoro-4-methoxy-N-((1-methyl-1H-imidazo[1,2-b]pyrazol-7-yl)methyl)benzamide